C(C)O[Si](CCCCCCCC[Si](OCC)(OCC)OCC)(OCC)OCC 1,8-bis-triethoxysilyloctane